CC1=CC=C2C(=CC=C(C=C12)CC)C 1,4-dimethyl-7-ethylazulene